3-(cyclohepta-1-en-1-yl)-1-methyl-4-phenylisoquinoline 2-oxide C1(=CCCCCC1)C=1[N+](=C(C2=CC=CC=C2C1C1=CC=CC=C1)C)[O-]